4-(2-Amino-2-methylpropanoyl)-N-(1-(6-(((1R,3S)-3-aminocyclopentyl)amino)-5,6,7,8-tetrahydronaphthalen-2-yl)-2-oxo-1,2-dihydropyrimidin-4-yl)piperazine-1-carboxamide hydrochloride salt Cl.NC(C(=O)N1CCN(CC1)C(=O)NC1=NC(N(C=C1)C1=CC=2CCC(CC2C=C1)N[C@H]1C[C@H](CC1)N)=O)(C)C